3-(((2-(5-chloro-2-(2,2,2-trifluoroethoxy)phenoxy)ethyl)amino)methyl)-7-methoxy-4-oxoisochroman-6-carboxamide ClC=1C=CC(=C(OCCNCC2OCC3=CC(=C(C=C3C2=O)C(=O)N)OC)C1)OCC(F)(F)F